C(C)(C)(C)OC(NC1=NC(=C(C=C1)Br)CCC(C)(C)O)=O (5-bromo-6-(3-hydroxy-3-methylbutyl)pyridin-2-yl)carbamic acid tert-butyl ester